3-amino-6-methyl-1-(2,2,2-trifluoroethyl)-5-(2,3,6-trifluorophenyl)piperidine NC1CN(C(C(C1)C1=C(C(=CC=C1F)F)F)C)CC(F)(F)F